1,3,5-tris(p-vinylphenyl)benzene, ruthenium salt [Ru].C(=C)C1=CC=C(C=C1)C1=CC(=CC(=C1)C1=CC=C(C=C1)C=C)C1=CC=C(C=C1)C=C